NC=1C=C2C(NC(NC2=CC1)=O)=O 6-aminoquinazoline-2,4(1H,3H)-dione